C(C)(=O)C1=CC(=CC=2C(C3=CC=CC(=C3C(C12)=O)C(C)=O)=O)C(=O)O 4,5-diacetyl-9,10-dioxo-9,10-dihydro-anthracene-2-carboxylic acid